10-hydroxy-4,6,8-trimethylundecyloxymethyl ether OC(CC(CC(CC(CCCOCOCOCCCC(CC(CC(CC(C)O)C)C)C)C)C)C)C